benzyl-(4-oxo-4-((pivaloyloxy)methoxy)butyl)ammonia C(C1=CC=CC=C1)NCCCC(OCOC(C(C)(C)C)=O)=O